1-[[2-(1,3-oxazol-5-yl)pyridin-4-yl]methyl]-3-[rac-(1R,2R,4S)-2-bicyclo[2.2.1]heptanyl]urea O1C=NC=C1C1=NC=CC(=C1)CNC(=O)N[C@H]1[C@@H]2CC[C@H](C1)C2 |r|